bis(2,6-dichloro-benzoyl)-2-naphthylphosphine oxide ClC1=C(C(=O)P(C2=CC3=CC=CC=C3C=C2)(C(C2=C(C=CC=C2Cl)Cl)=O)=O)C(=CC=C1)Cl